COC=1C=C(CN(C(=O)NCC2=CC=C(C=C2)OCC)C2(CCNCC2)C)C=CC1OCC1=NC=CC(=C1C)OCC(F)(F)F 1-{3-methoxy-4-{[3-methyl-4-(2,2,2-trifluoroethoxy)pyridin-2-yl]methoxy}benzyl}-1-(4-methylpiperidin-4-yl)-3-(4-ethoxybenzyl)urea